C1(CC1)C=1C=C(C=C(C1)C1(COC1)CC1=NN=CN1C)N1C(C2=CC(=CC(=C2C1)C(F)(F)F)CNC1(CCC1)C)=O 2-(3-cyclopropyl-5-(3-((4-methyl-4H-1,2,4-triazol-3-yl)methyl)oxetan-3-yl)phenyl)-6-(((1-methylcyclobutyl)amino)methyl)-4-(trifluoromethyl)isoindolin-1-one